2-chloro-8-nitroquinolin-5-ol ClC1=NC=2C(=CC=C(C2C=C1)O)[N+](=O)[O-]